N-caffeoyl-spermidine C(\C=C\C1=CC(O)=C(O)C=C1)(=O)NCCCCNCCCN